tert-butyl 2-[5-fluoro-4-(piperidin-4-yl)-1H-pyrrolo[2,3-b]pyridin-2-yl]morpholine-4-carboxylate FC=1C(=C2C(=NC1)NC(=C2)C2CN(CCO2)C(=O)OC(C)(C)C)C2CCNCC2